[Li]C(CCCCCC1=CC=CC=C1)[Li] dilithiohexylbenzene